ClC1=CC(=C2C(=N1)N(C=N2)C2CCC2)C 5-chloro-3-cyclobutyl-7-methyl-3H-imidazo[4,5-b]pyridine